6-Isopropyl-1-((1R,4R)-4-(isopropylamino)cyclohexyl)-5-(8-methoxy-[1,2,4]triazolo[1,5-a]pyridin-6-yl)-1,3-dihydro-2H-benzo[d]imidazol-2-on C(C)(C)C=1C(=CC2=C(N(C(N2)=O)C2CCC(CC2)NC(C)C)C1)C=1C=C(C=2N(C1)N=CN2)OC